C(CC=C)C1CNCCC1 3-(but-3-en-1-yl)piperidine